C(CCCCC)OC1=NSN=C1C=1C(N(CCC1)C([2H])([2H])[2H])([2H])[2H] 3-(hexyloxy)-4-(1-(methyl-d3)-1,2,5,6-tetrahydropyridin-3-yl-2,2-d2)-1,2,5-thiadiazole